ClC1=CC=C(C=N1)C1=NC(=NC=C1C)NC=1C=NN(C1)C1CCOCC1 4-(6-Chloropyridin-3-yl)-5-methyl-N-(1-(tetrahydro-2H-pyran-4-yl)-1H-pyrazol-4-yl)pyrimidin-2-amine